trans-4-[(4-chlorobenzyl)oxy]cyclohexane-1-carboxylic acid ClC1=CC=C(CO[C@@H]2CC[C@H](CC2)C(=O)O)C=C1